C1(CC1)N1N=CC(=C1)C1=C2C(=NC=C1)N(N=C2C2CN(C2)C(C(=C)F)=O)C2=CC=C(C=C2)OC(F)(F)F 1-(3-(4-(1-Cyclopropyl-1H-pyrazol-4-yl)-1-(4-(trifluoromethoxy)phenyl)-1H-pyrazolo[3,4-b]pyridin-3-yl)azetidin-1-yl)-2-fluoroprop-2-en-1-one